FC1(CC(C1)C(O)C=1N=C2C(=NC1)N(C=C2)[Si](C(C)C)(C(C)C)C(C)C)F (3,3-difluorocyclobutyl)-(5-triisopropylsilylpyrrolo[2,3-b]pyrazin-2-yl)methanol